Cl.S1CCN(CC1)CC/C(/C(=O)OC)=C\C(=O)O Methyl (2-thiomorpholinoethyl)fumarate hydrochloride